FC1=CC(=C(CSC2=NN=C3N2C(=CC(N3)=O)CCC)C=C1)C 3-[(4-fluoro-2-methylbenzyl)sulfanyl]-5-propyl-[1,2,4]triazolo[4,3-a]pyrimidin-7(8H)-one